2-(2,8-diazaspiro[4.5]decan-2-yl)ethan-1-one hydrochloride Cl.C1N(CCC12CCNCC2)CC=O